O[C@H]1[C@@H](O[C@@H]([C@H]1O)CI)N1C(NC(C=C1)=O)=O 1-[(2R,3R,4S,5S)-3,4-dihydroxy-5-(iodomethyl)tetrahydrofuran-2-yl]pyrimidine-2,4-dione